C(C)(=O)OC1(CN(C1)CC1=NC=C(C=C1)C1CN(C1)C1=C(C=CC=C1Cl)Cl)C 1-((5-(1-(2,6-dichlorophenyl)azetidin-3-yl)pyridin-2-yl)methyl)-3-methylazetidin-3-yl acetate